Methyl 2-(((6-((1S,2S)-2-(3-chlorophenyl)cyclopropane-1-carboxamido)pyrimidin-4-yl)amino)methyl)-6-cyclopropylimidazo[1,2-a]pyridine-8-carboxylate ClC=1C=C(C=CC1)[C@@H]1[C@H](C1)C(=O)NC1=CC(=NC=N1)NCC=1N=C2N(C=C(C=C2C(=O)OC)C2CC2)C1